OC=1C=C(C=CC1)C(C)(O)O m-hydroxy-phenylethanediol